(S)-N-(5-cyclopropyl-2H-pyrazol-3-yl)-2-(6-(difluoromethyl)imidazo[1,2-a]pyridin-2-yl)propanamide C1(CC1)C=1C=C(NN1)NC([C@@H](C)C=1N=C2N(C=C(C=C2)C(F)F)C1)=O